C1(CCCC1)C=1C(=CC(=C2C(NC(=NC12)C1=CC=C(C(=O)N2CCN(CC2)C2=NC=C(C=C2)C)C=C1)=O)OC)OC 8-cyclopentyl-2-(4-(4-(5,7-dimethoxy-4-oxo-3,4-dihydroquinazolin-2-yl)benzoyl)piperazin-1-yl)-5-methylpyridin